(S)-3-(benzyl-((R)-1-phenylethyl)amino)-3-(4-fluoro-2',6'-dimethylbiphenyl-3-yl)propanoic acid ethyl ester C(C)OC(C[C@@H](C=1C=C(C=CC1F)C1=C(C=CC=C1C)C)N([C@H](C)C1=CC=CC=C1)CC1=CC=CC=C1)=O